COC(C(C)O)O 3-methoxy-2,3-propylene glycol